3-(N-(benzo[d][1,3]dioxol-5-yl)sulfamoyl)-N-(4-(2,2,2-trifluoroethoxy)phenyl)benzamide O1COC2=C1C=CC(=C2)NS(=O)(=O)C=2C=C(C(=O)NC1=CC=C(C=C1)OCC(F)(F)F)C=CC2